FC=1C=C(C=C(C1)F)[C@@H]1CC[C@H]2OC3(C(N21)=O)CCN(CC3)C(=O)C3=C(C(=CC=C3)C)F (5'S,7a'R)-5'-(3,5-difluorophenyl)-1-(2-fluoro-3-methyl-benzene-1-carbonyl)-tetrahydro-3'H-spiro-[piperidine-4,2'-pyrrolo[2,1-b][1,3]-oxazol]-3'-one